2-methoxy-4-{[(E)-8-methylnon-6-enamido]methyl}phenyl trans-4-(2-aminopropanamido)cyclohexane-1-carboxylate NC(C(=O)N[C@@H]1CC[C@H](CC1)C(=O)OC1=C(C=C(C=C1)CNC(CCCC\C=C\C(C)C)=O)OC)C